2-Cyclopropyl-6-[6-fluoro-4-[[[(3S)-3-hydroxypyrrolidin-1-yl]methyl]-2-oxo-benzo[cd]indol-1(2H)-yl]pyridin-4-yl]-3-(4-methyl-4H-1,2,4-triazol-3-yl)benzonitrile C1(CC1)C1=C(C#N)C(=CC=C1C1=NN=CN1C)C1(CC=NC(=C1)F)N1C(C2=C3C(C=CC=C13)=CC=C2CN2C[C@H](CC2)O)=O